(RS)-1-(6-Chloropyridin-3-yl)-3-(4-(morpholin-2-yl)phenyl)urea ClC1=CC=C(C=N1)NC(=O)NC1=CC=C(C=C1)[C@@H]1CNCCO1 |r|